O[C@@H](C)C=1N(C=CN1)CC1=NOC(=C1)C1=CC=C(C=C1)C#CC=1C=CC(=NC1)CC(=O)OC Methyl (S)-2-(5-((4-(3-((2-(1-hydroxyethyl)-1H-imidazol-1-yl)methyl)isoxazol-5-yl)phenyl)ethynyl)pyridin-2-yl)acetate